1-[3-(3-methoxy-3-methylbutoxy)pyridin-4-yl]methanamine COC(CCOC=1C=NC=CC1CN)(C)C